2-((dimethylamino)methyl)-4-(8,9,10,11-tetrahydro-3H-pyrrolo[3,2-a]phenanthridin-7-yl)phenol CN(C)CC1=C(C=CC(=C1)C1=NC2=CC=C3C(=C2C=2CCCCC12)C=CN3)O